ClC=1C(=C(C(=NC1)NC)N)C chloro-N2,4-dimethylpyridine-2,3-diamine